(R)-6-Chloro-N-methyl-5-(4-((3-methyl-2-oxo-1,5,7,8-tetrahydro-2H-pyrano[4,3-b]pyridin-7-yl)methyl)piperazin-1-yl)picolinamide ClC1=C(C=CC(=N1)C(=O)NC)N1CCN(CC1)C[C@H]1CC=2NC(C(=CC2CO1)C)=O